4-(cyclopropylmethoxy)phenylboronic acid C1(CC1)COC1=CC=C(C=C1)B(O)O